ClC1=CC=C2C(=C(N(C2=C1)C=1C=NN(C1)CCC)OC)SC1=CC=CC(=N1)C(=O)O 6-((6-chloro-2-methoxy-1-(1-propyl-1H-pyrazol-4-yl)-1H-indol-3-yl)thio)picolinic acid